tert-butyl-3-((2R)-2-(3,4-bis((tert-butoxycarbonylamino)methyl)benzamido)-2-(2,9,9-trimethyl-3,5-dioxa-4-bora-tricyclo[6.1.1.02,6]dec-4-yl)ethyl)-2-methoxybenzoate C(C)(C)(C)OC(C1=C(C(=CC=C1)C[C@@H](B1OC2(C3C(C(CC2O1)C3)(C)C)C)NC(C3=CC(=C(C=C3)CNC(=O)OC(C)(C)C)CNC(=O)OC(C)(C)C)=O)OC)=O